tert-butyl 4-[[4-(4-chlorophenyl)-3-[(R)-hydroxy-[1-[4-methoxycarbonyl-3-(1H-pyrrolo[2,3-b]pyridin-5-yloxy)phenyl]-4-piperidyl]methyl]phenyl]methyl]piperazine-1-carboxylate ClC1=CC=C(C=C1)C1=C(C=C(C=C1)CN1CCN(CC1)C(=O)OC(C)(C)C)[C@@H](C1CCN(CC1)C1=CC(=C(C=C1)C(=O)OC)OC=1C=C2C(=NC1)NC=C2)O